C(C)C1C(NC(C1C)=O)=O 3-ethyl-4-methylpyrrolidine-2,5-dione